C(CCCCCCCCCCCCCCCCCCCC)N n-heneicosanamine